1-(ethoxycarbonyl)-1-(ethoxyacetyl)-2,6-Dimethylcyclohexane C(C)OC(=O)C1(C(CCCC1C)C)C(COCC)=O